N-(5-(1H-Imidazol-1-yl)pyridin-2-yl)-5-methyl-2-(1-methyl-1H-imidazol-2-yl)-6-(1-methyl-1H-pyrazol-3-yl)pyrrolo[2,1-f][1,2,4]triazin-4-amine N1(C=NC=C1)C=1C=CC(=NC1)NC1=NC(=NN2C1=C(C(=C2)C2=NN(C=C2)C)C)C=2N(C=CN2)C